N-(4-(dimethylamino)phenyl)-3-(3-(3-methoxyphenyl)-1H-pyrazolo[3,4-b]pyridin-1-yl)benzamide CN(C1=CC=C(C=C1)NC(C1=CC(=CC=C1)N1N=C(C=2C1=NC=CC2)C2=CC(=CC=C2)OC)=O)C